N-(1-cyano-2-ethylperoxyethyl)pentanamide S-(tetrahydrofuran-3-yl)methyl-ethanethioate O1CC(CC1)CS=C(C)O.C(#N)C(COOCC)NC(CCCC)=O